N1=C(C=CC=C1)OCC1=CC=C(CC=2C(=NC=CC2C2=CC=NO2)N)C=C1 3-(4-((pyridin-2-yloxy)methyl)benzyl)(isoxazol-5-yl)pyridin-2-amine